4-Hydroxy-6-methylquinoline-3-carboxylic acid OC1=C(C=NC2=CC=C(C=C12)C)C(=O)O